ClC=1C=CC(=C(C1)C1=CC(=C(N=N1)C1COC1)NC1=CC(=NC=C1)NC(CCN1CCN(CC1)C)=O)F N-(4-((6-(5-chloro-2-fluorophenyl)-3-(oxetan-3-yl)pyridazin-4-yl)amino)pyridin-2-yl)-3-(4-methylpiperazin-1-yl)propanamide